NC[C@@]1([C@@H]2CCN(C[C@H]12)C1=CN=C2C(=N1)NN=C2C2=CC=C1C=NNC(C1=C2)=O)C2=C(C=CC=C2)F 7-(6-((1S,6R,7R)-7-(aminomethyl)-7-(2-fluorophenyl)-3-azabicyclo[4.1.0]heptan-3-yl)-1H-pyrazolo[3,4-b]pyrazin-3-yl)phthalazin-1(2H)-one